C1(=CCCC1)C1=CC=C(C=C1)[N+](=O)[O-] 1-(cyclopent-1-enyl)-4-nitrobenzene